FC(C1=C(C=C(C(=O)O)C=C1)C=O)F 4-(difluoromethyl)-3-formylbenzoic acid